P(O)(=O)(OP(=O)(O)O)OC[C@@H]1[C@H]([C@H]([C@@H](O1)N1C=NC=2C(N)=NC=NC12)O)O adenosine 5'-pyrophosphate